(S)-piperidin-3-carboxylic acid ethyl ester C(C)OC(=O)[C@@H]1CNCCC1